3-(5-(2-(5,6,7,8-tetrahydro-1,8-naphthyridin-2-yl)ethoxy)-1H-indazol-1-yl)-3-(5,6,7,8-tetrahydro-1,8-naphthyridin-3-yl)propionic acid N1=C(C=CC=2CCCNC12)CCOC=1C=C2C=NN(C2=CC1)C(CC(=O)O)C=1C=NC=2NCCCC2C1